(1-(5-(tert-butyl)-[1,1'-biphenyl]-2-yl)-2-(3,5-di-tert-butyl-2-hydroxyphenyl)-1H-benzo[d]imidazol-4-yl)boronic acid C(C)(C)(C)C=1C=CC(=C(C1)C1=CC=CC=C1)N1C(=NC2=C1C=CC=C2B(O)O)C2=C(C(=CC(=C2)C(C)(C)C)C(C)(C)C)O